CN1N=C(N=C1)C1CCC(CC1)N1C[C@@H](OC[C@@H]1CC1=CC=C(C=C1)C(F)(F)F)CS(=O)(=O)C (2R,5S)-4-(4-(1-Methyl-1H-1,2,4-triazol-3-yl)cyclohexyl)-2-((methylsulfonyl)methyl)-5-(4-(trifluoromethyl)benzyl)morpholin